OC=1C=C(C(=O)O)C=CC1C(\C=C\C1=CC(=CC=C1)OCC1=NC2=CC=CC=C2C=C1)=O 3-Hydroxy-4-[(E)-3-[3-(quinolin-2-ylmethoxy)phenyl]prop-2-enoyl]benzoic acid